1-(3-bromo-4-(2,4-difluorophenoxy)phenyl)ethan-1-one BrC=1C=C(C=CC1OC1=C(C=C(C=C1)F)F)C(C)=O